(2-((4-isobutylphenyl)amino)pyrimidin-5-yl)(3-methylpyridin-4-yl)methanone C(C(C)C)C1=CC=C(C=C1)NC1=NC=C(C=N1)C(=O)C1=C(C=NC=C1)C